OC1=CC=C(C=C1)C(=O)C1=CC=C(C=C1)O Bis(4-hydroxyphenyl)methanon